(1-cyanocyclopropyl)-3-[5-(difluoromethyl)-1,3,4-thiadiazol-2-yl]-1-(2-methoxyethyl)-2-oxo-benzimidazole-5-sulfonamide C(#N)C1(CC1)C1=C(C=CC=2N(C(N(C21)C=2SC(=NN2)C(F)F)=O)CCOC)S(=O)(=O)N